tert-Butyl (1R,5S)-3-benzyl-6-methoxy-1,5-dimethyl-3,8-diazabicyclo[3.2.1]octane-8-carboxylate C(C1=CC=CC=C1)N1C[C@]2(CC([C@](C1)(N2C(=O)OC(C)(C)C)C)OC)C